C(CCC)(=O)N[C@H]1C(OCCC2=CC=C(C=C2)O)O[C@@H]([C@H]([C@@H]1O)O)CO 2-N-butyryl-1-O-(2-(4-hydroxyphenyl)ethyl)-D-glucosamine